BrC1=CC(=NC=C1)C(O)C1=C(C=CC=C1)Cl (4-bromo-2-pyridyl)-(2-chlorophenyl)methanol